F[C@H]1C[C@H](N(C1)C(CN1C[C@H](CC1)N(C)C1=C2C=C(C=NC2=CC=C1)F)=O)C#N (2S,4S)-4-fluoro-1-(2-((S)-3-((3-fluoroquinolin-5-yl)(methyl)amino)pyrrolidin-1-yl)acetyl)pyrrolidine-2-carbonitrile